5-(1-(2-cyclohexylethyl)piperidin-3-yl)-2-phenyl-2,4-dihydro-3H-1,2,4-triazol-3-one C1(CCCCC1)CCN1CC(CCC1)C=1NC(N(N1)C1=CC=CC=C1)=O